C(C)(=O)OC1=C(C(OC=C1)C1(OC=CC=C1)C1OC=CC=C1)CCCCC 3-pentylter-2H-pyran-4-yl acetate